methyl-4-methyl-imidazolecarboxylate COC(=O)C=1NC=C(N1)C